O=C1C2=NN3CCCN(CC3=C2C=CCN1C(=O)OC(C)(C)C)C(=O)OC(C)(C)C ditert-butyl 11-oxo-4,8,9,12-tetrazatricyclo[8.5.0.02,8]pentadeca-1,9,14-triene-4,12-dicarboxylate